C12(CCNCCCC2C1)C(=O)O 4-azabicyclo[6.1.0]nonane-1-carboxylic acid